tert-butyl 4-((1,1-dioxido-1,2-thiazinan-2-yl)methyl)piperidine-1-carboxylate O=S1(N(CCCC1)CC1CCN(CC1)C(=O)OC(C)(C)C)=O